ClC=1C=C(C=C(C1)N(C)C1=C(C=C(C=C1)F)F)N 5-chloro-N1-(2,4-difluorophenyl)-N1-methylbenzene-1,3-diamine